3-[5-(Aminomethyl)-3-(2-chloro-6-methyl-4-pyridyl)pyrazolo[1,5-a]pyrimidin-2-yl]benzonitrile NCC1=NC=2N(C=C1)N=C(C2C2=CC(=NC(=C2)C)Cl)C=2C=C(C#N)C=CC2